6-[2-(tert-butyldimethylsilyl)ethynyl]-3-{4-chloro-7-methyl-7H-pyrrolo[2,3-d]pyrimidin-6-yl}-2,4-lutidine [Si](C)(C)(C(C)(C)C)C#CC1=CC(=C(C(=N1)C)C1=CC2=C(N=CN=C2Cl)N1C)C